di-(m-chlorophenyl)methylene(cyclopentadienyl)(3,6-di-tert-butylfluorenyl)zirconium dichloride [Cl-].[Cl-].ClC=1C=C(C=CC1)C(=[Zr+2](C1=CC(=CC=2C3=CC(=CC=C3CC12)C(C)(C)C)C(C)(C)C)C1C=CC=C1)C1=CC(=CC=C1)Cl